C1(=CC=CC=C1)C1=C(C(=C(C=C1)C1=CC=CC=C1)C1=NN=NC(=C1C1=C(C=CC=C1)C1=CC=CC=C1)C1=CC=CC=C1)C1=CC=CC=2[Se]C3=C(C21)C=CC=C3 Phenyldibenzoselenophenyl-[Phenyl(biphenylyl)triazinyl]biphenyl